C(C#C)C(C(=O)N)=C Propargyl-Acrylamide